OC(C(=O)N)C1=NC=C(C=C1)C 2-hydroxy-2-(5-methylpyridin-2-yl)acetamide